C(C)(=O)NC1=NC=CC(=C1)C1=C(N=C(N1)SC)C1=C(C=CC=C1)NC(=O)C=1SC=C(C1)C N-(2-(5-(2-acetamidopyridin-4-yl)-2-(methylthio)-1H-imidazol-4-yl)phenyl)-4-methyl-thiophene-2-carboxamide